ClCC=1OCOC1C 4-chloromethyl-5-methyl-1,3-dioxole